C1(CCC1)NC(CNS(=O)(=O)C1=CC(=NC=C1OC)OC1=C(C=C(C=C1Cl)N1N=C(C(NC1=O)=O)C(F)F)Cl)=O N-cyclobutyl-2-[[2-[2,6-dichloro-4-[6-(difluoromethyl)-3,5-dioxo-1,2,4-triazin-2-yl]-phenoxy]-5-methoxy-4-pyridinyl]-sulfonylamino]-acetamide